C1=C(C=CC2=CC=CC=C12)CC1(N(CCN(C1)S(=O)(=O)C1=CC=CC=C1)C(=O)C=1SC=CC1)C(=O)N (naphthalen-2-ylmethyl)-4-(phenylsulfonyl)-1-(thiophene-2-carbonyl)piperazine-2-carboxamide